3-butyl-3-hydroxy-2-(3-phenylpropyl)-2,3,4,5-tetrahydro-1H-isoindol-1-one C(CCC)C1(N(C(C=2C=CCCC12)=O)CCCC1=CC=CC=C1)O